tert-butyl N-[3-[[4-(1,4-diazepan-1-yl) benzoyl]-methyl-amino]propyl]carbamate N1(CCNCCC1)C1=CC=C(C(=O)N(CCCNC(OC(C)(C)C)=O)C)C=C1